C(CCC)(=O)OC1=CC=C(C=C1)CO [4-(hydroxymethyl)phenyl] n-butyrate